N-[4-fluoro-5-(2-morpholin-4-ylpyrimidin-5-yl)-2-[rac-(3R)-3,4-dimethylpiperazin-1-yl]phenyl]-1-methylpyrazole-3-carboxamide FC1=CC(=C(C=C1C=1C=NC(=NC1)N1CCOCC1)NC(=O)C1=NN(C=C1)C)N1C[C@H](N(CC1)C)C |r|